C(C1=CC=CC=C1)OC(=O)N1CCNC([C@@H](C1)NC1=NC=2C(=CC=CC2C=2N1N=C(N2)C2=CC=C(C=C2)OC)C2(CC2)C(F)(F)F)=O (6R)-6-({2-(4-methoxyphenyl)-7-[1-(trifluoromethyl)cyclopropyl][1,2,4]triazolo[1,5-c]quinazolin-5-yl}amino)-5-oxo-1,4-diazepan-1-carboxylic acid benzyl ester